N-(4-bromophenyl)-3-(indolin-1-ylsulfonyl)benzamide BrC1=CC=C(C=C1)NC(C1=CC(=CC=C1)S(=O)(=O)N1CCC2=CC=CC=C12)=O